2,6-dibromopyridin-4-amine BrC1=NC(=CC(=C1)N)Br